NC1=NNC2=C1C(=NC=C2C=2C=NN1C2C=CC=C1)C1=CC=C(CNC(C2=C(C=CC(=C2)F)OC)=O)C=C1 N-(4-(3-amino-7-(pyrazolo[1,5-a]pyridin-3-yl)-1H-pyrazolo[4,3-c]pyridin-4-yl)benzyl)-5-fluoro-2-methoxybenzamide